(R)-7-chloro-N-(1-(3-(difluoro(1-isopropylpiperidin-4-yl)methyl)-2-fluorophenyl)ethyl)-6-(1-isopropylpiperidin-4-yl)pyrido[2,3-d]pyrimidin-4-amine ClC=1C(=CC2=C(N=CN=C2N[C@H](C)C2=C(C(=CC=C2)C(C2CCN(CC2)C(C)C)(F)F)F)N1)C1CCN(CC1)C(C)C